BrC1=C(C=CC(=C1)Cl)N1C=NC(=C1)C(=O)OC METHYL 1-(2-BROMO-4-CHLOROPHENYL)-1H-IMIDAZOLE-4-CARBOXYLATE